C(C)(=O)N1C[C@@H](CCC1)C1=CC(=C2C=C(NC2=C1F)C(=O)N(C)C)B1OC(C(O1)(C)C)(C)C (S)-6-(1-acetylpiperidin-3-yl)-7-fluoro-N,N-dimethyl-4-(4,4,5,5-tetramethyl-1,3,2-dioxaborolan-2-yl)-1H-indole-2-carboxamide